8-fluoro-6-(2-methyl-8-phenoxy-imidazo[1,2-b]pyridazin-6-yl)-2-(4-piperidyl)phthalazin-1-one FC=1C=C(C=C2C=NN(C(C12)=O)C1CCNCC1)C=1C=C(C=2N(N1)C=C(N2)C)OC2=CC=CC=C2